CC12C(OC=3C(=C(C(=C(C3C1C=CCC2)O)C2=CN=CS2)CCCCC)C)C trimethyl-3-pentyl-2-thiazol-5-yl-6a,7,8,10a-tetrahydrobenzo[c]chromen-1-ol